The molecule is an alpha-amino acid that is pyrrolidine bearing a carboxy substituent at position 2. It has a role as a human metabolite and a Daphnia magna metabolite. It is an alpha-amino acid and a member of pyrrolidines. It is a conjugate base of a prolinium. It is a conjugate acid of a prolinate. C1CC(NC1)C(=O)O